ClC=1C=C(C(=NC1)NS(=O)(=O)C1=CNC(=C1)C1=CC=CC=C1)OC N-(5-chloro-3-methoxy-2-pyridyl)-5-phenyl-1H-pyrrole-3-sulfonamide